2,2-difluoroethyl-4,5,6,7-tetrahydrothieno[2,3-c]pyridine-3-carboxylate FC(COC(=O)C1=CSC=2CNCCC21)F